C1(CCCCC1)NCCCCCCCSC1=C2CN(C(C2=CC=C1)=O)C1C(NC(CC1)=O)=O 3-(4-((7-(Cyclohexylamino)heptyl)thio)-1-oxoisoindolin-2-yl)piperidine-2,6-dione